ClC=1C=C(C(=[N+](C1)[O-])C)C1=CC=C(C=C1)NC([C@@H](NC(=O)C=1C(=NOC1)C)C1CCC(CC1)(F)F)=O (S)-5-chloro-3-(4-(2-(4,4-difluorocyclohexyl)-2-(3-methylisoxazole-4-carboxamido)acetamido)phenyl)-2-methylpyridine 1-oxide